ClC1=C(C(=O)Cl)C=CC(=N1)C(F)(F)F 2-chloro-6-trifluoromethyl-nicotinic acid chloride